C(C1=CC=CC=C1)[C@@H]1N(C(OC1)=O)C1=NC=C(C=C1)C (S)-4-benzyl-3-(5-methylpyridin-2-yl)oxazolidin-2-one